C1(CC1)C(=O)NC1=CC(=C(N=N1)C(=O)N)NC1=C(C(=CC=C1)C=1C=NN(C1)C1=CC=CC=C1)OC 6-(cyclopropanecarboxamido)-4-((2-methoxy-3-(1-phenyl-1H-pyrazol-4-yl)phenyl)amino)pyridazine-3-carboxamide